FCC1CN(C1)CCOC1=CC=C(C=C1)[C@H]1OC2=C(C=CC=C2C(F)(F)F)C=2C=NC=3C=C(C=CC3C21)O |r| Racemic-5-(4-{2-[3-(fluoromethyl)azetidin-1-yl]ethoxy}phenyl)-7-(trifluoromethyl)-5H-[1]benzopyrano[4,3-c]quinolin-2-ol